C(CCCCC)[Si](OC)(OC)OC n-Hexyl-trimethoxysilane